quinamide C1[C@H](C([C@@H](CC1(C(=O)N)O)O)O)O